4-(pyridin-4-ylmethyl)aniline ethyl-(Z)-3-((2-chloro-4-nitrophenyl)amino)-2-cyanoacrylate C(C)OC(\C(=C/NC1=C(C=C(C=C1)[N+](=O)[O-])Cl)\C#N)=O.N1=CC=C(C=C1)CC1=CC=C(N)C=C1